NCC1=NNC(C2=C(C=C(C=C12)C1=C(N(N=C1)C)C1=C(C=2C=C(C=NC2C=C1F)Cl)C#N)C)=O (P)-6-[4-[4-(aminomethyl)-8-methyl-1-oxo-2H-phthalazin-6-yl]-2-methyl-pyrazol-3-yl]-3-chloro-7-fluoro-quinoline-5-carbonitrile